FC(CC[Si](OC)(OC)C)(F)F trifluoropropyl-methyldimethoxysilane